3-(2H-1,2,3-benzotriazol-2-yl)-2-methoxy-5-(2,4,4-trimethylpentan-2-yl)phenyl trifluoromethanesulfonate FC(S(=O)(=O)OC1=C(C(=CC(=C1)C(C)(CC(C)(C)C)C)N1N=C2C(=N1)C=CC=C2)OC)(F)F